BrC=1N=C(C=2N(C1)C(=CN2)I)N2[C@H](CC2)C 6-bromo-3-iodo-8-[(2S)-2-methylazetidin-1-yl]imidazo[1,2-a]pyrazine